4-(2-(7,8-dimethyl-[1,2,4]triazolo[1,5-a]pyridin-6-yl)-3-isopropyl-1H-indol-5-yl)-N-(2-methoxyethyl)-N-methylcyclohexylamine CC1=C(C=2N(C=C1C=1NC3=CC=C(C=C3C1C(C)C)C1CCC(CC1)N(C)CCOC)N=CN2)C